Tridecan-7-yl ((((2R,3S,5R)-5-(6-amino-2-fluoro-9H-purin-9-yl)-2-ethynyl-3-hydroxytetrahydrofuran-2-yl)methoxy)(phenoxy)phosphoryl)-L-alaninate NC1=C2N=CN(C2=NC(=N1)F)[C@H]1C[C@@H]([C@@](O1)(C#C)COP(=O)(OC1=CC=CC=C1)N[C@@H](C)C(=O)OC(CCCCCC)CCCCCC)O